scandium aluminium magnesium [Mg].[Al].[Sc]